(2-chloro-5-fluorophenyl)-2-((S)-5-fluoro-3-hydroxyindol-1-yl)-8-(4-methoxybenzyl)-8,9-dihydro-7H-pyrrolo[3,4-H]quinazolin-7-one ClC1=C(C=C(C=C1)F)C1=NC(=NC2=C3C(=CC=C12)C(N(C3)CC3=CC=C(C=C3)OC)=O)N3C=C(C1=CC(=CC=C31)F)O